C(#N)[C@H]1[C@H](CN(CCC1)C=1C2=C(N=C(N1)OCC13CCCN3CCC1)C(=C(N=C2)C2=CC(=CC1=CC=C(C(=C21)C#C)F)O)F)NC(C=C)=O N-((3R,4R)-4-cyano-1-(7-(8-ethynyl-7-fluoro-3-hydroxynaphthalen-1-yl)-8-fluoro-2-((tetrahydro-1H-pyrrolizin-7a(5H)-yl)methoxy)pyrido[4,3-d]pyrimidin-4-yl)azepan-3-yl)acrylamide